CN(CC#CC(=O)N1CC(C1)(C(=O)NC=1SC(=CC1)C)O)C 1-(4-(dimethylamino)but-2-ynoyl)-3-hydroxy-N-(5-methylthiophen-2-yl)azetidine-3-carboxamide